decan-10-lactam C1(CCCCCCCCCN1)=O